FC1=CC(=C(C=C1)S(=O)(=O)N1CC2(C1)CN(C2)C(CC[C@H]2NC(OC2)=O)=O)C(F)(F)F (4R)-4-[3-[2-[4-Fluoro-2-(trifluoromethyl)phenyl]sulfonyl-2,6-diazaspiro[3.3]heptan-6-yl]-3-oxo-propyl]oxazolidin-2-one